1-(4-(4-Amino-1-isopropyl-1H-pyrazolo[3,4-d]pyrimidin-3-yl)phenyl)-3-(2-fluoro-5-(perfluoropropyl)phenyl)urea 2,2,2-trifluoroacetate FC(C(=O)O)(F)F.NC1=C2C(=NC=N1)N(N=C2C2=CC=C(C=C2)NC(=O)NC2=C(C=CC(=C2)C(C(C(F)(F)F)(F)F)(F)F)F)C(C)C